O=C1NC(CCC1N1CC2=CC=C(C=C2C1=O)C1CCN(CC1)C(=O)OC(C)(C)C)=O tert-butyl 4-[2-(2,6-dioxo-3-piperidyl)-3-oxo-isoindolin-5-yl]piperidine-1-carboxylate